CNC1CC2=CC=CC=C2CC1 N-methyl-1,2,3,4-tetrahydronaphthalen-2-amine